5-(p-chlorophenyl)-6-[1-(1-phenylvinyl)-1H-pyrazol-4-yl]-4-pyrimidinylamine ClC1=CC=C(C=C1)C=1C(=NC=NC1C=1C=NN(C1)C(=C)C1=CC=CC=C1)N